C(#N)C1=CC=C(C[C@H]2COC3(N(C2=O)C)C=CC(C=C3)=O)C=C1 (3s)-3-(4-cyano-benzyl)-5-methyl-1-oxa-5-azaspiro[5.5]undec-7,10-diene-4,9-dione